FC(C=1C(=NC=NC1C)N1CCN(CC1)CC=1OC2=C(N1)C=CC=C2)F 2-([4-[5-(difluoromethyl)-6-methylpyrimidin-4-yl]piperazin-1-yl]methyl)-1,3-benzoxazole